Pentazen N=NNNN